ethyl 6,7-dihydro-4H-pyrazolo[1,5-a]pyrazine-2,5-dicarboxylate N1=C(C=C2N1CCN(C2)C(=O)[O-])C(=O)OCC